CN(C(=O)C1=NC=C(C=N1)C1=NSC(=N1)SC)C N,N-dimethyl-5-(5-(methylthio)-1,2,4-thiadiazol-3-yl)pyrimidine-2-carboxamide